BrC=1C=NC(=NC1)NC1=C(C=C(C(=C1)OC)N1CCN(CC1)C1CCCC1)C 5-Bromo-2-((4-(4-cyclopentylpiperazin-1-yl)-5-methoxy-2-methylphenyl)amino)pyrimidine